(2S,6S)-1-benzyl-N-(2-bromo-4-chloro-phenyl)-N-[(4-methoxyphenyl)methyl]-2-methyl-6-(1-methyltriazol-4-yl)piperidine-4-carboxamide C(C1=CC=CC=C1)N1[C@H](CC(C[C@H]1C=1N=NN(C1)C)C(=O)N(CC1=CC=C(C=C1)OC)C1=C(C=C(C=C1)Cl)Br)C